isobutyl alcohol magnesium aluminum salt [Al].[Mg].C(C(C)C)O